tert-butyl 2-(6-(((7-methoxy-3-(5-methylisoxazol-3-yl)-[1,2,4]-triazolo[4,3-b]pyridazin-6-yl)oxy)methyl)pyridin-3-yl)pyrrolidine-1-carboxylate COC1=CC=2N(N=C1OCC1=CC=C(C=N1)C1N(CCC1)C(=O)OC(C)(C)C)C(=NN2)C2=NOC(=C2)C